COC(=O)C=1C=C(C(=NC1N)C1=CC=C(C=C1)F)C1=CC(=NC(=C1)C)Cl 6-amino-2'-chloro-2-(4-fluorophenyl)-6'-methyl-[3,4'-bipyridine]-5-carboxylic acid methyl ester